3-(4-bromo-1-(5-fluoro-2-(methoxymethoxy)phenyl)but-3-yn-1-yl)-1-methylpyridin-2(1H)-one BrC#CCC(C1=C(C=CC(=C1)F)OCOC)C=1C(N(C=CC1)C)=O